(S)-5-((4-((2-hydroxy-1-phenylethyl)amino)-5-(3-methyl-1,2,4-oxadiazol-5-yl)pyrimidin-2-yl)amino)isoindolin-1-one OC[C@H](C1=CC=CC=C1)NC1=NC(=NC=C1C1=NC(=NO1)C)NC=1C=C2CNC(C2=CC1)=O